2-(3-ethylpentanoylamino)-4-[2-(4-fluorophenoxy)ethyl-[4-(5,6,7,8-tetrahydro-1,8-naphthyridin-2-yl)butyl]amino]butanoic acid C(C)C(CC(=O)NC(C(=O)O)CCN(CCCCC1=NC=2NCCCC2C=C1)CCOC1=CC=C(C=C1)F)CC